N1C(=NC2=C1C=CC=C2)C(N2C(C1=CC=CC=C1C2)=O)C2=C(C=CC(=C2)Cl)OC 2-((1H-benzo[d]imidazol-2-yl)(5-chloro-2-methoxyphenyl)methyl)isoindolin-1-one